3-[4-amino-5-(trifluoromethyl)pyrrolo[2,1-f][1,2,4]triazin-7-yl]-2,6-difluoro-N-[(3R,4S)-4-fluoro-1-(2-fluorobenzoyl)pyrrolidin-3-yl]benzamide NC1=NC=NN2C1=C(C=C2C=2C(=C(C(=O)N[C@@H]1CN(C[C@@H]1F)C(C1=C(C=CC=C1)F)=O)C(=CC2)F)F)C(F)(F)F